FC=1C=C(C=CC1)NC(C1=NC(=CC=C1)N1C=NC=C1)=O N-(3-fluorophenyl)-6-(1H-imidazol-1-yl)picolinamide